N-(3-(3-(1-((1R,4R)-5,8-dioxaspiro[3.5]nonan-1-yl)-1H-pyrazol-4-yl)-2-methoxyphenyl)-1-methyl-1H-pyrazolo[3,4-c]pyridin-5-yl)cyclopropanecarboxamide [C@H]1(CC[C@@]12OCCOC2)N2N=CC(=C2)C=2C(=C(C=CC2)C2=NN(C1=CN=C(C=C12)NC(=O)C1CC1)C)OC